[Na+].[Na+].[Na+].[Na+].C(CN([C@@H](CCC(=O)[O-])C(=O)[O-])CC(=O)[O-])(=O)[O-] (S)-glutamic acid-N,N-diacetic acid tetrasodium salt